[K].NC(C(CCC(=O)OC)N1C(C2=CC=CC=C2C1)=O)=O 2-(1-amino-5-methoxy-1,5-dioxopentan-2-yl)-1-oxo-2,3-dihydro-1H-isoindole Potassium